NCCOCCOCCNC(CCCCCN1C(C=CC1=O)=O)=O N-{2-[2-(2-aminoethoxy)-ethoxy]ethyl}-6-(2,5-dioxo-2,5-dihydro-1H-pyrrol-1-yl)hexanamid